8-(3,5-dichloro-phenyl)-N-(2,3-dihydro-1,4-benzoxazin-4-yl)-4-morpholino-1,5-naphthyridine-3-carboxamide ClC=1C=C(C=C(C1)Cl)C=1C=CN=C2C(=C(C=NC12)C(=O)NN1CCOC2=C1C=CC=C2)N2CCOCC2